(propan-2-yl)piperazine-1,3-dicarboxylic acid 1-tert-butyl 3-methyl ester COC(=O)C1C(N(CCN1)C(=O)OC(C)(C)C)C(C)C